BrC1=CC(=C(C2=C1N=NN2C)C(=O)N2COC1=C(C2)C=CC=C1C1=CC(=C(C(=O)OC)C=C1F)N1C2COCC1CC2)Cl Methyl 4-[3-(7-bromo-5-chloro-3-methylbenzotriazole-4-carbonyl)-2,4-dihydro-1,3-benzoxazin-8-yl]-5-fluoro-2-(3-oxa-8-azabicyclo[3.2.1]octan-8-yl)benzoate